N-(1-(azetidin-1-ylmethyl)cyclopropyl)-2-(6-methoxypyridin-2-yl)-2-methylpropanamide N1(CCC1)CC1(CC1)NC(C(C)(C)C1=NC(=CC=C1)OC)=O